COC(OC)[SiH2]CCCN1CN(C=CC1)CC 3-[3-(dimethoxymethylsilyl)-propyl]-1-ethyl-1,2,3,4-tetrahydropyrimidine